BrC1=CC=C(C=C1)[SH2](=O)[C@@H]1CC[C@@H](CC1)NC1=CC=C(C=C1)S(F)(F)(F)(F)F (4-bromophenyl)[cis-4-{[4-(pentafluoro-λ6-sulfanyl)phenyl]Amino}cyclohexyl]-λ6-sulfanone